6-chloro-N-(2,4-difluoro-3-methylphenyl)pyrido[3,2-d]pyrimidin-4-amine ClC=1C=CC=2N=CN=C(C2N1)NC1=C(C(=C(C=C1)F)C)F